N[C@H]1CS(C2=C(N(C1=O)CC1=CC=C(C=C1)F)C=C(C(=C2)F)C2=NOC(=N2)C(C)(C)C)(=O)=O (3R)-3-amino-7-(5-tert-butyl-1,2,4-oxadiazol-3-yl)-8-fluoro-5-[(4-fluorophenyl)methyl]-1,1-dioxo-2,3-dihydro-1lambda6,5-benzothiazepin-4-one